FC1=CC(=C(C=C1C1=NC=CC(=N1)N1CCOCC1)NC(=O)C1=CNC(C=C1C(F)(F)F)=O)N1C[C@H](N(CC1)C)C |r| N-[4-fluoro-5-(4-morpholin-4-ylpyrimidin-2-yl)-2-[rac-(3R)-3,4-dimethylpiperazin-1-yl]phenyl]-6-oxo-4-(trifluoromethyl)-1H-pyridine-3-carboxamide